CC1(CC[C@@H](CN1)NC1=NC=2N(C(=N1)NCC1=CC(=CC=C1)[N+](=O)[O-])N=CC2C(C)C)C (S)-N2-(6,6-dimethylpiperidin-3-yl)-8-isoPropyl-N4-(3-nitrobenzyl)pyrazolo[1,5-a][1,3,5]triazine-2,4-diamine